ClC1=NC=2N(C(=C1)N1C[C@@H](C(C1)(F)F)O)N=CC2 (S)-1-(5-chloropyrazolo[1,5-a]pyrimidin-7-yl)-4,4-difluoropyrrolidin-3-ol